FC1=C(C=C(C=C1C)C1=C(C=CC=C1C)C)[C@H](CC(=O)O)NC([C@H](CC(C)C)N1N=C(C=C(C1=O)C)CCN1CC(C1)(C)F)=O (S)-3-(4-fluoro-2',5,6'-trimethyl-[1,1'-biphenyl]-3-yl)-3-((S)-2-(3-(2-(3-fluoro-3-methylazetidin-1-yl)ethyl)-5-methyl-6-oxopyridazin-1(6H)-yl)-4-methylpentanamido)propanoic acid